4-((1'R,5'R,2R/S)-5'-(tert-butyl)-2'-methylenecyclohexyl)butan-2-ol C(C)(C)(C)C1CCC(C(C1)CCC(C)O)=C